butylperoxy neo-decanoate C(CCCCCC(C)(C)C)(=O)OOOCCCC